N=1C=CN2C1C=CC(=C2)COC=2C=CC1=C(C(=C(O1)C)C(=O)O)C2 5-(imidazo[1,2-a]pyridin-6-ylmethoxy)-2-methylbenzofuran-3-carboxylic acid